5-[5-fluoro-2-[(1-methylsulfonyl-4-piperidyl)amino]pyrimidin-4-yl]-4-methyl-thiazol-2-ol FC=1C(=NC(=NC1)NC1CCN(CC1)S(=O)(=O)C)C1=C(N=C(S1)O)C